4'-((2-(Tert-butyl)-1H-imidazol-1-yl)methyl)-N-(5-chloropyrimidin-2-yl)-3'-fluoro-5-isobutyl-[1,1'-biphenyl]-2-sulfonamide C(C)(C)(C)C=1N(C=CN1)CC1=C(C=C(C=C1)C=1C(=CC=C(C1)CC(C)C)S(=O)(=O)NC1=NC=C(C=N1)Cl)F